8-(4-Methyl-5-(trifluoromethyl)pyridin-2-yl)-6-((2-(trimethylsilyl)ethoxy)methyl)-1,6-naphthyridin-5(6H)-one CC1=CC(=NC=C1C(F)(F)F)C1=CN(C(C=2C=CC=NC12)=O)COCC[Si](C)(C)C